FC1(CC2=CC=C(C=C2C1)C(=O)O)F 2,2-difluoro-2,3-dihydro-1H-indene-5-carboxylic acid